N1=C(N=CC=C1)C1(CCC2(OCCO2)CC1)C(=O)OC methyl 8-pyrimidin-2-yl-1,4-dioxaspiro[4.5]decane-8-carboxylate